ClC=1C=2C(=N[C@H](C3=NN=C(N3C2C=NC1C)C)C)C1=C(C=CC=C1F)F (7S)-11-chloro-9-(2,6-difluorophenyl)-3,7,12-trimethyl-2,4,5,8,13-pentaazatricyclo[8.4.0.02,6]tetradeca-1(10),3,5,8,11,13-hexa-ene